6-Methyl-1-(4-fluoro-3-(4-(cyclohexylcarbonyl)piperazine-1-carbonyl)benzyl)quinazoline CC=1C=C2C=NCN(C2=CC1)CC1=CC(=C(C=C1)F)C(=O)N1CCN(CC1)C(=O)C1CCCCC1